[(2R,6R)-6-(3-benzoyl-2,4-dioxo-pyrimidin-1-yl)-2-[[bis(4-methoxyphenyl)-phenyl-methoxy]methyl]-4-isopropyl-morpholin-2-yl]methyl benzoate C(C1=CC=CC=C1)(=O)OC[C@@]1(CN(C[C@@H](O1)N1C(N(C(C=C1)=O)C(C1=CC=CC=C1)=O)=O)C(C)C)COC(C1=CC=CC=C1)(C1=CC=C(C=C1)OC)C1=CC=C(C=C1)OC